tert-Butyl (E)-5-chloro-4-(4-(dimethylamino)-N-methylbut-2-enamido)isoindoline-2-carboxylate ClC=1C(=C2CN(CC2=CC1)C(=O)OC(C)(C)C)N(C(\C=C\CN(C)C)=O)C